DIMETHYLPHENYL-maleimide CN1C(C(=C(C1=O)C)C1=CC=CC=C1)=O